2-((1H-benzo[d][1,2,3]triazol-5-yl)methyl)-3-((4-chloro-1-methyl-1H-pyrazol-5-yl)methyl)-6-methoxyisoindolin-1-one N1N=NC2=C1C=CC(=C2)CN2C(C1=CC(=CC=C1C2CC2=C(C=NN2C)Cl)OC)=O